(2S,4R)-1-((S)-2-azido-3-methylbutanoyl)-4-hydroxy-N-((R)-2-hydroxy-1-(4-(2-methylpyridin-3-yl)phenyl)ethyl)pyrrolidine-2-carboxamide N(=[N+]=[N-])[C@H](C(=O)N1[C@@H](C[C@H](C1)O)C(=O)N[C@@H](CO)C1=CC=C(C=C1)C=1C(=NC=CC1)C)C(C)C